BrC=1C=C(C=C2C(N(C(C12)=O)C1C(NC(CC1)=O)=O)=O)CN1CCN(CC1)C1CCN(CC1)C1=NC(=C(C(=O)N)C=C1)C1=CC=C(C=C1)OC1=CC=CC=C1 6-(4-(4-((7-bromo-2-(2,6-dioxopiperidin-3-yl)-1,3-dioxoisoindolin-5-yl)methyl)piperazin-1-yl)piperidin-1-yl)-2-(4-phenoxyphenyl)nicotinamide